BrC=1C=C2C(=CC(=NC2=C(C1)F)C)Cl 6-bromo-4-chloro-8-fluoro-2-methylquinoline